1-allyl-3-isopropylimidazolium C(C=C)N1C=[N+](C=C1)C(C)C